C(C)(=O)OC(C1=C(C=CC=C1CC(=O)NC(CC1=CC(=C(C=C1)OCC1=CC=CC=C1)OC)([2H])[2H])OC)OCC1=CC=CC=C1 (Benzyloxy)-6-(2-((2-(4-(benzyloxy)-3-methoxyphenyl) ethyl-1,1-d2) amino)-2-oxoethyl)-2-methoxybenzyl acetate